6-bromo-4-chloropyridine-3-carboxylate BrC1=CC(=C(C=N1)C(=O)[O-])Cl